tert-hexyl-dimethylchlorosilane C(C)(C)(CCC)[Si](Cl)(C)C